C(C)(=O)OC[C@H](CF)OC1=C(C=C(C(=C1)F)Br)C(C)=O (R)-2-(2-acetyl-4-bromo-5-fluorophenoxy)-3-fluoropropyl acetate